C(C=C)(=O)N1C[C@@H](CCC1)C=1C=NC=CC1C1=CC(=C(CNC(=O)C2=NOC(=N2)C2(CC2)C)C=C1)C (S)-N-(4-(3-(1-acryloylpiperidin-3-yl)pyridin-4-yl)-2-methylbenzyl)-5-(1-methylcyclopropyl)-1,2,4-oxadiazole-3-carboxamide